2-amino-3-(6-(3-methyl-2-oxo-2,3-dihydrobenzo[d]oxazol-5-yl)-1H-indol-2-yl)propanenitrile NC(C#N)CC=1NC2=CC(=CC=C2C1)C=1C=CC2=C(N(C(O2)=O)C)C1